C(C1=CC=CC=C1)O[C@@](CCC=C)(C(F)(F)F)C1=NN=C(O1)C1=NC(=C(C=C1NC(OC(C)(C)C)=O)C(F)(F)F)Br tert-Butyl N-[2-[5-[(1R)-1-benzyloxy-1-(trifluoromethyl)pent-4-enyl]-1,3,4-oxadiazol-2-yl]-6-bromo-5-(trifluoromethyl)-3-pyridyl]carbamate